C1(=CC=C(C=C1)C(\C=C(/CC)\C(F)(F)F)=O)C (E)-1-(p-tolyl)-3-(trifluoromethyl)pent-2-en-1-one